COC(=O)C1(C[C@@H]2[C@@H](CN(C2)C2=NC=C(C=C2)Br)C1)C.C(C)C=1C=C(CC=2C=C(C=C(C2O)C)CC2=CC(=C(C(=C2)C)O)CC2=CC(=C(C(=C2)CC)O)CC)C=C(C1O)CC bis[3-(3,5-diethyl-4-hydroxybenzyl)-4-hydroxy-5-methylphenyl]methane (3aR,5s,6aS)-methyl-2-(5-bromopyridin-2-yl)-5-methyloctahydrocyclopenta[c]pyrrole-5-carboxylate